7-fluoro-9,10-phenanthrenequinone FC1=CC=C2C=3C=CC=CC3C(C(C2=C1)=O)=O